2-(4-(2-bromo-3-chlorophenyl)pyridin-2-yl)-4,6-diphenyl-1,3,5-triazine BrC1=C(C=CC=C1Cl)C1=CC(=NC=C1)C1=NC(=NC(=N1)C1=CC=CC=C1)C1=CC=CC=C1